N1=C(C=CC=C1)SSCCC(=O)O 3-(pyridin-2-yldisulfanyl)propionic acid